S(C#N)C1=CNC2=CC=CC=C12 3-thiocyanoindole